isothiocyanato Cyanate N(=C=S)OC#N